C/C=1/C(/C=C/C(C/C=C(/CC/C1)\C)(C)C)=O (2E,6E,10E)-2,6,9,9-tetramethylcycloundeca-2,6,10-trien-1-one